ethylimino-[2-[3-ethylsulfonyl-5-(2-pyridyloxy)-2-pyridyl]-1-methyl-benzimidazol-5-yl]-oxo-(trifluoromethyl)-λ6-sulfane C(C)N=S(C(F)(F)F)(=O)C1=CC2=C(N(C(=N2)C2=NC=C(C=C2S(=O)(=O)CC)OC2=NC=CC=C2)C)C=C1